methyl (S)-2-(4-(1-(tert-butoxycarbonyl) piperidin-3-yl) phenyl)-2H-indazole-7-carboxylate C(C)(C)(C)OC(=O)N1C[C@@H](CCC1)C1=CC=C(C=C1)N1N=C2C(=CC=CC2=C1)C(=O)OC